N1C(=NC=C1)C1=NN(C2=CC=CC=C12)C1OCCCC1 3-(1H-imidazol-2-yl)-1-(tetrahydro-2H-pyran-2-yl)-1H-indazole